FC=1C=C(C=2C(CCCC2C1)=O)NC(C)=O N-(3-fluoro-8-oxo-5,6,7,8-tetrahydronaphthalen-1-yl)acetamide